CN(CCOC(=O)OC(CCOC(CCCCCCC\C=C/C\C=C/CCCCC)=O)CCCCCCCCCCCC)C (9Z,12Z)-3-(((2-(dimethylamino)ethoxy)carbonyl)oxy)pentadecyloctadeca-9,12-dienoate